2-p-hydroxybenzyl-5,3'-dihydroxy-3-methoxybibenzyl OC1=CC=C(CC2=C(C=C(C=C2OC)O)CCC2=CC(=CC=C2)O)C=C1